C(C)OC(=O)C1CN(CCC1)C(C1=CC(=C(C=C1)NC(=O)NC12C[C@]3(C[C@](CC(C1)C3)(C2)C)C)F)=O 1-(4-{3-[(1r,3R,5S,7r)-3,5-dimethyladamantan-1-yl]ureido}-3-fluorobenzoyl)piperidine-3-carboxylic acid ethyl ester